CC1=C(N=CN1)CCC(=O)C2=CN(C3=CC=CC=C32)C The molecule is a member of the class of methylindoles that is 1-methylindole substituted at position 3 by a 3-(4-methylimidazol-5-yl)propanoyl group. It is a methylindole, a member of imidazoles and an aromatic ketone.